ethyl 6-[(4-tert-butoxy-4-oxo-butyl)amino]-3-[1-(cyclohexylmethyl)-5-methyl-pyrazol-4-yl]pyridine-2-carboxylate C(C)(C)(C)OC(CCCNC1=CC=C(C(=N1)C(=O)OCC)C=1C=NN(C1C)CC1CCCCC1)=O